CSCC=O 2-methylsulfanylacetaldehyde